9-((2R,4S,5R)-4-(benzyloxy)-5-((benzyloxy)methyl)-5-vinyltetrahydrofuran-2-yl)-2-fluoro-9H-purin-6-amine C(C1=CC=CC=C1)O[C@H]1C[C@@H](O[C@]1(C=C)COCC1=CC=CC=C1)N1C2=NC(=NC(=C2N=C1)N)F